2-(2,2-difluoroethoxy)-1,3,2-dioxaphosphorinane FC(COP1OCCCO1)F